NC1=C(C(=O)N(C)C)C=C(C=N1)Br 2-amino-5-bromo-N,N-dimethyl-nicotinamide